tert-butyl N-[(S)-[(3S or R)-5-cyano-1,2,3,4-tetrahydroquinolin-3-yl](2-methylpyrazol-3-yl)methyl]carbamate C(#N)C1=C2C[C@@H](CNC2=CC=C1)[C@H](NC(OC(C)(C)C)=O)C=1N(N=CC1)C |o1:5|